C(C)(C)(C)OC(C1=C(C=CC=C1)NC(C(CC1=CC=CC=C1)NC(C(=O)NC1=CC(=CC(=C1)C#N)Cl)=O)=O)=O 2-(2-(((3-chloro-5-cyanophenyl)amino)-2-oxoacetamido)-3-phenylpropionamido)benzoic acid tert-butyl ester